3-((2-((3-fluorophenethyl)amino)quinazolin-4-yl)amino)propan-1-ol FC=1C=C(CCNC2=NC3=CC=CC=C3C(=N2)NCCCO)C=CC1